S(CCC(=O)[O-])CCC(=O)OCCCCCCCCCCCCCCCCCC stearyl thio-Dipropionate